FC=1C(=C(C2=C(C=C(O2)CNC(=O)C=2C=NN3C2N=CC=C3)C1)C(=O)O)F 5,6-Difluoro-2-((pyrazolo[1,5-a]pyrimidine-3-carboxamido)methyl)benzofuran-7-carboxylic acid